p-tert-octyl-phenoxyethoxyethanol C(C)(C)(CC(C)(C)C)C1=CC=C(OCCOC(C)O)C=C1